Azetidin-1-yl-[(4S)-7,8-dichloro-6-(2,6-difluorophenyl)-4-methyl-4H-[1,2,4]triazolo[1,5-a][1,4]benzodiazepine-2-Yl]methanone N1(CCC1)C(=O)C1=NN2C([C@@H](N=C(C3=C2C=CC(=C3Cl)Cl)C3=C(C=CC=C3F)F)C)=N1